methyl 5-((1-(tert-butyl)-3-((1S,3R)-3-hydroxycyclopentyl)-1H-pyrazol-5-yl)amino)pyrazine-2-carboxylate C(C)(C)(C)N1N=C(C=C1NC=1N=CC(=NC1)C(=O)OC)[C@@H]1C[C@@H](CC1)O